FC(OCC=1[C@@H]([C@@H]([C@H]([C@@H](C1)NCC1(CCCCC1)F)O)O)O)F (1S,2S,3S,6R)-4-((difluoromethoxy)methyl)-6-(((1-fluorocyclohexyl)methyl)amino)cyclohex-4-ene-1,2,3-triol